C(=O)(OC(C)(C)C)C(CC)(N)N Boc-aminopropaneamine